N1-(2-(dimethylamino)ethyl)-N1,N2,N2-trimethylethane-1,2-diamine CN(CCN(CCN(C)C)C)C